CN(CCC/N=C/C(=C)C)C (E)-N,N-dimethyl-3-((2-methyl-2-propenylidene)amino)propan-1-amine